FC(C1=CN=C(N=N1)N[C@@H]1C[C@H](CC1)NC1=CC=C(C=N1)N1S(C2=NC=CC=C2C1)(=O)=O)(F)F 2-(6-(((1S,3S)-3-((6-(trifluoromethyl)-1,2,4-triazin-3-yl)amino)cyclopentyl)amino)pyridin-3-yl)-2,3-dihydroisothiazolo[5,4-b]pyridine 1,1-dioxide